CC1=C(C=CC(=C1)N1[C@H]2CN([C@@H](C1)C2)C)NC2=NC=C(C(=N2)NCCCN2CCOCCC2=O)C(F)(F)F 4-(3-((2-((2-methyl-4-((1R,4R)-5-methyl-2,5-diazabicyclo[2.2.1]heptan-2-yl)phenyl)amino)-5-(trifluoromethyl)pyrimidin-4-yl)amino)propyl)-1,4-oxazepan-5-one